4-bromo-1-chlorodibenzo[B,d]furan BrC1=CC=C(C2=C1OC1=C2C=CC=C1)Cl